C(C)(=O)NCC1=CC=CC=C1 Acetyl-benzylamine